ClC1=CC2=C(N(C(N=C2)=O)CC2CC2)N=C1 6-chloro-1-(cyclopropylmethyl)pyrido[2,3-d]Pyrimidin-2(1H)-one